NCC=1C=CC(=NC1)C1=C(C=C(C#N)C=C1)OC=1N(N=C(C1)C1=CC=CC=C1)C 4-[5-(aminomethyl)pyridin-2-yl]-3-(2-methyl-5-phenylpyrazol-3-yl)oxybenzonitrile